diazoxolone N=1NOC(C1)=O